C(CCCCCCCCCC=C)[Si](Cl)(Cl)CC 11-dodecenyl-ethyl-dichlorosilane